phenylhept-2-enediamide C1(=CC=CC=C1)C(C(=O)N)=CCCCC(=O)N